N-(2-(2,2-dimethylpyrrolidin-1-yl)ethyl)-5-((8-(5-(hydroxymethyl)-1-methyl-1H-pyrazol-3-yl)-1-methyl-1H-pyrazolo[3,4-d]pyrrolo[1,2-b]pyridazin-3-yl)amino)-6-methylnicotinamide CC1(N(CCC1)CCNC(C1=CN=C(C(=C1)NC1=NN(C=2C=3N(N=CC21)C=C(C3)C3=NN(C(=C3)CO)C)C)C)=O)C